C(=O)O.ClC1=C(C(=O)N2CCC(CC2)C(=O)NCC2CCNCC2)C=CC(=C1)NC(=O)C=1N(C(=CN1)C1=C(C(=C(C=C1)OC)F)F)C 1-[2-chloro-4-[[5-(2,3-difluoro-4-methoxy-phenyl)-1-methyl-imidazole-2-carbonyl]amino]benzoyl]-N-(4-piperidylmethyl)piperidine-4-carboxamide formate